FC1=CC2=C(N(CN=C2N2[C@H](CNCC2)C)C=2C(=NC=CC2C)C(C)C)N=C1C1=C(C=CC=C1OCCOC)F 6-fluoro-7-(2-fluoro-6-(2-methoxyethoxy)phenyl)-1-(2-isopropyl-4-methylpyridin-3-yl)-4-((S)-2-methylpiperazin-1-yl)pyrido[2,3-d]pyrimidin